(R)-N-(2-(4-(4-(2H-Tetrazol-2-yl)butoxy)phenyl)-2-hydroxyethyl)-N-methylacetamide N=1N(N=NC1)CCCCOC1=CC=C(C=C1)[C@H](CN(C(C)=O)C)O